3-methylpiperazine-1-formic acid tert-butyl-trifluoroacetate C(C)(C)(C)OC(C(F)(F)F)=O.CC1CN(CCN1)C(=O)O